4-Azido-1-butanol N(=[N+]=[N-])CCCCO